2,5-difluoro-pyridine-4-carbaldehyde FC1=NC=C(C(=C1)C=O)F